C(C1=CC=CC=C1)N1CC=2N=C(N=C(C2CC1)N1CC(N(CC1)C(=O)OC(C)(C)C)CC#N)OCC1N(CCC1)C tert-Butyl 4-[7-benzyl-2-[(1-methylpyrrolidin-2-yl)methoxy]-6,8-dihydro-5H-pyrido[3,4-d]pyrimidin-4-yl]-2-(cyanomethyl)piperazine-1-carboxylate